C(C)(=S)N1CC=2N(CC1)N=C(C2C2=CC(=NC=C2)NC(C)=O)C2=CC=C(C=C2)F N-(4-(5-ethanethioyl-2-(4-fluorophenyl)-4,5,6,7-tetrahydropyrazolo[1,5-a]pyrazin-3-yl)pyridin-2-yl)acetamide